N=S(=O)CC1=CC(=CC=C1)[C@@H](C)OC1=CC=NC2=CC(=CC=C12)OC (S)-imino({3-[(1R)-1-[(7-methoxyquinolin-4-yl)oxy]ethyl]phenyl})methyl-λ6-sulfanone